Cyclopropyl 5-[6-(5-chloro-2-fluorophenyl)-2H,3H,4H-pyrido[3,2-b][1,4]oxazin-8-yl]pyridine-3-carboxylate ClC=1C=CC(=C(C1)C=1C=C(C=2OCCNC2N1)C=1C=C(C=NC1)C(=O)OC1CC1)F